C(C=C)(=O)N1[C@@H](COCC1)C=1C=C(C=C(C1)Cl)C1=CC=C2CNC(C2=C1)=O (R)-6-(3-(4-acryloylmorpholin-3-yl)-5-chlorophenyl)isoindolin-1-one